4,4-difluoro-1-[2-[4-[5-methyl-1-[4-(trifluoromethoxy)phenyl]pyrazol-3-yl]-1-piperidyl]ethyl]piperidine FC1(CCN(CC1)CCN1CCC(CC1)C1=NN(C(=C1)C)C1=CC=C(C=C1)OC(F)(F)F)F